C(\C=C(/C)\CCC=C(C)C)N=[N+]=[N-] geranylazide